(1S,4R,5R)-tert-butyl 6-benzyl-4-hydroxy-2,6-diazabicyclo[3.2.0]Heptane-2-carboxylate C(C1=CC=CC=C1)N1[C@H]2[C@@H](CN([C@H]2C1)C(=O)OC(C)(C)C)O